ICCNC(OCC1=CC=CC=C1)=O benzyl (2-iodoethyl)carbamate